C(C)C1=C2C(=CC(=CC2=CC=C1F)O)C1=C(C=2N=C(N=C3C2C(=N1)CCCN3)OC[C@]31CCCN1C[C@@H](C3)F)F 5-ethyl-6-fluoro-4-(4-fluoro-2-{[(2R,7aS)-2-fluorotetrahydro-1H-pyrrolizin-7a(5H)-yl]methoxy}-7,8,9,10-tetrahydro-1,3,6,10-tetraazacyclohepta[1,2,3-de]naphthalen-5-yl)naphthalen-2-ol